TETRAHYDROCHINOLINE N1CCCC2=CC=CC=C12